BrC1=CC=C(C(=N1)C1=NC2=C(N=NC(=C2)C(F)(F)F)N1C)SCC 6-[6-bromo-3-(ethylthio)pyridin-2-yl]-7-methyl-3-(trifluoromethyl)-7H-imidazo[4,5-c]pyridazine